1-((3-hydroxy-5-(1-phenyl-1H-pyrazol-4-yl)picolinamido)methyl)cyclopropane-1-carboxylic acid OC=1C(=NC=C(C1)C=1C=NN(C1)C1=CC=CC=C1)C(=O)NCC1(CC1)C(=O)O